ethyl-4-methoxy-3-oxobutanoate C(C)OC(CC(COC)=O)=O